5-(((3R,4S)-4-ethyl-5-oxotetrahydrofuran-3-yl)methyl)-1-methyl-3-(((2-methylbenzoyl)oxy)methyl)-1H-imidazole-3-ium citrate salt C(CC(O)(C(=O)[O-])CC(=O)[O-])(=O)[O-].C(C)[C@H]1[C@H](COC1=O)CC1=C[N+](=CN1C)COC(C1=C(C=CC=C1)C)=O.C(C)[C@H]1[C@H](COC1=O)CC1=C[N+](=CN1C)COC(C1=C(C=CC=C1)C)=O.C(C)[C@H]1[C@H](COC1=O)CC1=C[N+](=CN1C)COC(C1=C(C=CC=C1)C)=O